C(N)(=O)C1=NN(C2=CC=C(C=C12)C(=O)N=[N+]=[N-])CC(=O)N(C(C)C)CC(=O)NCC1=C(C(=CC=C1)Cl)F 3-carbamoyl-1-(2-((2-(3-chloro-2-fluorophenylmethylamino)-2-oxoethyl)(isopropyl)amino)-2-oxoethyl)-1H-indazole-5-carbonyl azide